bis-(4-hydroxy-3-methylphenyl)methane OC1=C(C=C(C=C1)CC1=CC(=C(C=C1)O)C)C